CC(CC(=O)N1CCN(CC1)C(=O)C1=C(C=CC=C1)C=1C=CC=2N(N1)C(=CC2Cl)C(=O)N)C 2-[4-(3-methyl-1-oxobutyl)-piperazin-1-yl-formyl]-phenyl-5-chloro-pyrrolo[1,2-b]pyridazine-7-carboxamide